[Cl-].N1=NC(=CC=C1)C1=CN=[N+](C=C1)CCC#N 3-(4-pyridazin-3-ylpyridazin-1-ium-1-yl)propionitrile chloride salt